Sodium Sesquisulfate S(=O)(=O)(O)O.[Na+].S(=O)(=O)([O-])[O-].S(=O)(=O)(O)O.[Na+]